8-[4-(1,3-benzothiazol-5-ylamino)thieno[2,3-b]pyridin-2-yl]-2-oxa-5-azaspiro[3.4]oct-7-ene-5-carboxylic acid benzyl ester C(C1=CC=CC=C1)OC(=O)N1C2(COC2)C(=CC1)C1=CC=2C(=NC=CC2NC=2C=CC3=C(N=CS3)C2)S1